methyl azetidine-1,3-dicarboxylate N1(CC(C1)C(=O)[O-])C(=O)OC